C1(CCCC1)OC(C(CC=1C=NC=CC1)N)=O 2-amino-3-(pyridin-3-yl)propionic acid cyclopentyl ester